1-(2,6-dibenzyloxy-3-pyridyl)-3-methyl-5-(3-piperidyl)benzimidazol-2-one C(C1=CC=CC=C1)OC1=NC(=CC=C1N1C(N(C2=C1C=CC(=C2)C2CNCCC2)C)=O)OCC2=CC=CC=C2